C(C)O\C(\C)=N/OS(=O)(=O)C1=C(C=C(C=C1C)C)C.C(C=C)[Ni] ALLYL-NICKEL ethyl-(Z)-N-((mesitylsulfonyl)oxy)acetimidate